2-((S)-1-acryloyl-4-((R)-4-methylene-2'-(((S)-1-methylpyrrolidin-2-yl)methoxy)-8'-oxo-3,4,5',8'-tetrahydro-1H,6'H-spiro[naphthalene-2,7'-quinazolin]-4'-yl)piperazin-2-yl)acetonitrile C(C=C)(=O)N1[C@H](CN(CC1)C1=NC(=NC=2C([C@@]3(CCC12)CC1=CC=CC=C1C(C3)=C)=O)OC[C@H]3N(CCC3)C)CC#N